2-[6-(5-Chloro-2-{[(2S)-1-hydroxypropan-2-yl]amino}pyrimidin-4-yl)-1-oxo-2,3-dihydro-1H-isoindol-2-yl]-N-[(1S)-1-(2-fluoro-5-methoxyphenyl)-2-hydroxyethyl]acetamid ClC=1C(=NC(=NC1)N[C@H](CO)C)C1=CC=C2CN(C(C2=C1)=O)CC(=O)N[C@H](CO)C1=C(C=CC(=C1)OC)F